(ADAMANTAN-1-YL)-2-((6-(4-CYANOPHENYL)-2-OXO-1,2-DIHYDROPYRIMIDIN-4-YL)OXY)ACETAMIDE C12(CC3CC(CC(C1)C3)C2)C(C(=O)N)OC2=NC(NC(=C2)C2=CC=C(C=C2)C#N)=O